ClC1=CC(=NC(=C1)NC1=C(C=CC=C1)O)C(=O)N1CCN(CC1)C1=CC=CC=C1 (4-chloro-6-((2-hydroxyphenyl)amino)pyridin-2-yl)(4-phenylpiperazin-1-yl)methanone